Cl.C1(CC1)C1=C(C=NC2=CC=CN=C12)NC1=CC=C(C=C1)[C@@H](C(F)(F)F)N(C(=O)C1CCN(CC1)S(=O)(=O)C(C)C)C (S)-N-(1-(4-((4-cyclopropyl-1,5-naphthyridin-3-yl)amino)phenyl)-2,2,2-trifluoroethyl)-1-(isopropylsulfonyl)-N-methylpiperidine-4-carboxamide hydrochloride